FC(CN1[C@H](C[C@@H](CC1)CC1=CC=2N(C=C1)N=CC2N2C(NC(CC2)=O)=O)C)F 1-(5-(((2S,4R)-1-(2,2-difluoroethyl)-2-methylpiperidin-4-yl)methyl)pyrazolo[1,5-a]pyridin-3-yl)dihydropyrimidine-2,4(1H,3H)-dione